BrC1=NN(N=C1C1=CC=C(C=C1)F)COCC[Si](C)(C)C 4-bromo-5-(4-fluorophenyl)-2-{[2-(trimethylsilyl)ethoxy]methyl}-1,2,3-triazole